O[C@H](CC)C1=CC(=C(C=N1)C=1C=2N(C3=CC(=NC=C3C1)NC(=O)C1CC1)C=NN2)C N-(4-{6-[(1R)-1-hydroxypropyl]-4-methylpyridin-3-yl}-[1,2,4]triazolo[4,3-a]1,6-naphthyridin-8-yl)cyclopropanecarboxamide